C(C)OC(C(F)(F)F)(C(F)(F)F)[C@]1(CN(CC1)C(C)(C)C=1C=NC(=CC1)C)CCC1=CC=C(C#N)C=C1 |o1:12| (R or S)-4-(2-(3-(2-ethoxy-1,1,1,3,3,3-hexafluoropropan-2-yl)-1-(2-(6-methylpyridin-3-yl)propan-2-yl)pyrrolidin-3-yl)ethyl)benzonitrile